N1=C(C=CC=C1)CCSC(CS(=O)(=O)[O-])CSCCC1=NC=CC=C1 2,3-Bis[2-(2-pyridyl)ethylsulfanyl]propane-1-sulfonate